tert-butyl ((4-(2-acetyl-1,2,3,4-tetrahydroisoquinolin-5-yl)-2-formylquinolin-6-yl)methyl)(tetrahydro-2H-pyran-4-yl)carbamate C(C)(=O)N1CC2=CC=CC(=C2CC1)C1=CC(=NC2=CC=C(C=C12)CN(C(OC(C)(C)C)=O)C1CCOCC1)C=O